ClC=1C=CC2=C(S(N(C3=C(C2NCCCCCCC(=O)O)C=CC=C3)C)(=O)=O)C1 7-[(3-chloro-6-methyl-5,5-dioxo-11H-benzo[c][2,1]benzothiazepin-11-yl)amino]heptanoic acid